2-((5'-methyl-6-((2-oxido-4-(thiophen-2-yl)-1,3,2-dioxaphosphinan-2-yl)oxy)-4-pentyl-1',2',3',4'-tetrahydro-[1,1'-biphenyl]-2-yl)oxy)-4-(thiophen-2-yl)-1,3,2-dioxaphosphinane 2-oxide CC=1CCCC(C1)C1=C(C=C(C=C1OP1(OCCC(O1)C=1SC=CC1)=O)CCCCC)OP1(OCCC(O1)C=1SC=CC1)=O